C(C)O[C@@H]1C[C@H](C1)NC1=NN2C(C=N1)=C(C=C2)C=2C=C1C(=NC2)N=C(N1C1CCOCC1)C N-(trans-3-ethoxycyclobutyl)-5-(2-methyl-1-(tetrahydro-2H-pyran-4-yl)-1H-imidazo[4,5-b]pyridin-6-yl)pyrrolo[2,1-f][1,2,4]triazin-2-amine